4-fluoro-3,5-dimethyl-benzoic acid FC1=C(C=C(C(=O)O)C=C1C)C